C(C\C=C/CC)CC(=O)[O-] [(Z)-hex-3-enyl]acetate